C(C)OC(=O)C=1C2=C(N=C(N1)Cl)C=CN2 2-chloro-5H-pyrrolo[3,2-d]pyrimidine-4-carboxylic acid ethyl ester